ClC=1C(=NC=C(C1)C1=CC=CC=C1)C=O 3-chloro-5-phenylpyridine-carbaldehyde